CC(=CCC1=C2C(=C(C(=C1OC)O)OC)OC3=CC=CC(=C3C2=O)O)C The molecule is a member of the class of xanthones that is 9H-xanthen-9-one substituted by hydroxy groups at positions 3 and 8, methoxy groups at position 2 and 4 and a prenyl group at position 1. A methyl ether derivative of celebixanthone, it is isolated from the roots of Cratoxylum cochinchinense and exhibits antimalarial activities. It has a role as a metabolite and an antimalarial. It is an aromatic ether, a polyphenol and a member of xanthones. It derives from a celebixanthone.